C(C(C)C)C=1C=CC(=C(C1)C(=O)N1CCN(CC1)CC=1N=NC=CC1)C=1N=NNN1 (5-isobutyl-2-(2H-tetrazol-5-yl)phenyl)(4-(pyridazin-3-ylmethyl)piperazin-1-yl)methanone